methyl-2,3-di-O-benzyl-beta-D-glucopyranose C[C@]1(O)[C@H](OCC2=CC=CC=C2)[C@@H](OCC2=CC=CC=C2)[C@H](O)[C@H](O1)CO